COC1=C(C(=O)NCC(F)(F)F)C(=CC=C1)OC 2,6-dimethoxy-N-(2,2,2-trifluoroethyl)benzamide